C(C)(C)(C)OC(=O)N1CC(OCC1)C(C)OCCCCC=1C(=C2C=NN(C2=CC1C)C1OCCCC1)Br.COS(=O)(=O)[O-].C(C=C)(=O)NCCC[N+](C)(C)C acryloylaminopropyltrimethylammonium methyl-sulfate tert-Butyl-2-(1-(4-(4-bromo-6-methyl-1-(tetrahydro-2H-pyran-2-yl)-1H-indazol-5-yl)butoxy)ethyl)morpholine-4-carboxylate